(2S,4S)-4-fluoro-1-[2-[4-[[8-(trifluoromethyl)-5-quinolyl]amino]-1-piperidyl]acetyl]pyrrolidine-2-carbonitrile F[C@H]1C[C@H](N(C1)C(CN1CCC(CC1)NC1=C2C=CC=NC2=C(C=C1)C(F)(F)F)=O)C#N